4-methyl-N-octadecyl-anilinium tetrakis(pentafluorophenyl)borate FC1=C(C(=C(C(=C1[B-](C1=C(C(=C(C(=C1F)F)F)F)F)(C1=C(C(=C(C(=C1F)F)F)F)F)C1=C(C(=C(C(=C1F)F)F)F)F)F)F)F)F.CC1=CC=C([NH2+]CCCCCCCCCCCCCCCCCC)C=C1